N-(4-methoxy-2-methylphenyl)-1-[1-(methoxymethyl)propyl]-6-methyl-1H-1,2,3-triazolo[4,5-c]pyridin-4-amine COC1=CC(=C(C=C1)NC1=NC(=CC2=C1N=NN2C(CC)COC)C)C